O=C1CN(CC(O1)=O)CCN(CC(=O)O)CCN1CC(OC(C1)=O)=O 2-[bis[2-(2,6-dioxomorpholin-4-yl)ethyl]amino]acetic acid